CC=1C=C(C=NNC2=C3N=CN(C3=NC(=N2)N2CCOCC2)CC(=O)C=2C=NC=CC2)C=CC1 2-(6-(2-(3-methylbenzylidene)hydrazinyl)-2-morpholino-9H-purin-9-yl)-1-(Pyridin-3-yl)ethan-1-one